O1C(NC2=C1C=C1C(=C2)NC(O1)=O)=O [1,3]-oxazolo[4,5-F][1,3]benzoxazole-2,6(3H,5H)-dione